The molecule is dianion of tetrachlorohydroquinone arising from deprotonation of both phenol groups; major species at pH 7.3. It is a conjugate base of a tetrachlorohydroquinone. C1(=C(C(=C(C(=C1Cl)Cl)[O-])Cl)Cl)[O-]